(R)-1-(2-chloropyridin-3-yl)ethyl (4-(5-((1r,3R)-3-cyano-3-methoxy-cyclobutane-1-carboxamido) pyridin-2-yl)-1-methyl-1H-1,2,3-triazol-5-yl)carbamate C(#N)C1(CC(C1)C(=O)NC=1C=CC(=NC1)C=1N=NN(C1NC(O[C@H](C)C=1C(=NC=CC1)Cl)=O)C)OC